tert-butyl-4-[3-[1-(2,6-dioxo-3-piperidyl)-3-methyl-2-oxo-benzimidazol-4-yl]propoxy]piperidine-1-carboxylate C(C)(C)(C)OC(=O)N1CCC(CC1)OCCCC1=CC=CC=2N(C(N(C21)C)=O)C2C(NC(CC2)=O)=O